C(C1=CC=CC=C1)OC=1C=C(C=CC1)C1(CC1)C=1NC(C=2CN(CCCC2N1)C(=O)OC(C)(C)C)=O tert-butyl 2-(1-(3-(benzyloxy)phenyl)cyclopropyl)-4-oxo-3,4,5,7,8,9-hexahydro-6H-pyrimido[5,4-c]azepine-6-carboxylate